F[C@]1(CN(CC[C@H]1O)C1=NC=CC(=N1)NC=1N=CC2=C(N=CC(=C2C1)[C@H](CO)C)N1[C@@H]([C@@H](C1)F)C)C (3S,4R)-3-fluoro-1-(4-((8-((2R,3R)-3-fluoro-2-methylazetidin-1-yl)-5-((R)-1-hydroxypropan-2-yl)-2,7-naphthyridin-3-yl)amino)pyrimidin-2-yl)-3-methylpiperidin-4-ol